NC1CCCC12CCN(CC2)C2=NC=C(C=1N2C=CN1)SC=1C(=C(C=CC1)NC(C=C)=O)Cl N-(3-((5-(1-amino-8-azaspiro[4.5]decan-8-yl)imidazo[1,2-c]pyrimidin-8-yl)thio)-2-chlorophenyl)acrylamide